pyrrolo[1,2-a]azepine-3-carboxylic acid C1=CC(N2C1=CC=CC=C2)C(=O)O